FC1=C(OC[C@@H](/C=C/[C@H]2[C@H](C[C@@H]3OC[C@H](CC[C@@H]32)CCCC(=O)O)F)O)C=C(C=C1)F 4-{(3S,5aR,6R,7S,8aS)-6-[(1E,3R)-4-(2,5-difluorophenoxy)-3-hydroxy-1-buten-1-yl]-7-fluorooctahydro-2H-cyclopenta[b]oxepin-3-yl}butanoic Acid